CN1C(=NN=C1)S[C@@H](C)C=1C=C(C=CC1)NC(=O)C=1N=CC2=CC=C(C=C2C1)OCC(=O)O (S)-2-((3-((3-(1-((4-methyl-4H-1,2,4-triazol-3-yl)thio)ethyl)phenyl)-carbamoyl)isoquinolin-6-yl)oxy)acetic acid